BrC1=CC=C(N=N1)N[C@@H]1[C@@H](C[C@H]2CN(C[C@H]21)C(=O)C=2SC(=CC2)C)F [(3aS,4S,5R,6aR)-4-[(6-Bromopyridazin-3-yl)amino]-5-fluoro-3,3a,4,5,6,6a-hexahydro-1H-cyclopenta[c]pyrrol-2-yl]-(5-methyl-2-thienyl)methanone